N7-butyl-1H-pyrazolo[4,3-d]pyrimidine-5,7-diamine C(CCC)NC=1C2=C(N=C(N1)N)C=NN2